N1(N=NC=C1)C(N)=S triazole-1-carbothioamide